(2S,4S)-4-fluoro-1-[2-[(3R)-3-[(8-fluoro-4-quinolinyl)amino]pyrrolidin-1-yl]acetyl]pyrrolidine-2-carbonitrile F[C@H]1C[C@H](N(C1)C(CN1C[C@@H](CC1)NC1=CC=NC2=C(C=CC=C12)F)=O)C#N